N6-[2-amino-2-(4-pyridyl)ethyl]-N4-(3,3-difluorocyclobutyl)-1-methyl-pyrazolo[3,4-d]pyrimidine-4,6-diamine NC(CNC1=NC(=C2C(=N1)N(N=C2)C)NC2CC(C2)(F)F)C2=CC=NC=C2